[Al].[Co].[Ni]=O.[Li] lithium nickel oxide Cobalt aluminum